3,4-bis((2-methoxyethoxy)methoxy)-N-(2-((4-(pyrrolidin-1-yl)quinazolin-2-yl)amino)ethyl)benzamide COCCOCOC=1C=C(C(=O)NCCNC2=NC3=CC=CC=C3C(=N2)N2CCCC2)C=CC1OCOCCOC